OC=1C=C(C=CC1O)C(COC(C=C)=O)C acrylic acid-2-(3,4-dihydroxyphenyl)propyl ester